NC1=C(C=C(C=N1)NC(C(=O)N1[C@@H](CN([C@H](C1)C)CC(C)C)C1=CC=C(C=C1)F)=O)C N-(6-amino-5-methyl-3-pyridyl)-2-[(2R,5S)-2-(4-fluorophenyl)-4-isobutyl-5-methyl-piperazin-1-yl]-2-oxo-acetamide